ClC1=C(C=C2C=C(N=CC2=C1)NC(=O)[C@@H]1[C@@H]([C@H]1C1=NN(C=C1)C)C)N1CCN(CC1)[C@@]1(COC[C@@H]1O)C (1R,2R,3R)-N-[7-chloro-6-[4-((3R,4R)-4-hydroxy-3-methyl-tetrahydrofuran-3-yl)piperazin-1-yl]-3-isoquinolyl]-2-methyl-3-(1-methylpyrazol-3-yl)cyclopropanecarboxamide